CC(CN(C(=O)N[C@H](C(=O)NC1=CC2=C(C=N1)C1(CCOCC1)C(N2)=O)C2CCC(CC2)C)C)(C)C (2S)-2-{[2,2-Dimethylpropyl-(methyl)carbamoyl]amino}-2-(4-methylcyclohexyl)-N-(2-oxospiro[1H-pyrrolo[3,2-c]pyridine-3,4'-oxane]-6-yl)acetamide